C(CCC)NC(=O)N1C=NC2=C1C=CC(=C2)F N-Butyl-5-fluoro-1H-benzo[d]imidazole-1-carboxamide